methyl 3-[(4-tert-butylphenyl)methylsulfanyl]-5-chloro-4-methoxy-benzoate C(C)(C)(C)C1=CC=C(C=C1)CSC=1C=C(C(=O)OC)C=C(C1OC)Cl